BrC1=C(C(=C(C(=C1)Cl)B(O)O)F)F (4-bromo-6-chloro-2,3-difluorophenyl)boronic acid